isobutyl 4-(4-cyano-3-hydroxy-3-methyl-but-1-ynyl)-2,6-dimethyl-7-oxo-1H-pyrrolo[2,3-c]pyridine-3-carboxylate C(#N)CC(C#CC=1C2=C(C(N(C1)C)=O)NC(=C2C(=O)OCC(C)C)C)(C)O